4-methyl-3-(((S)-3-oxo-2-(((2s,4R)-6-oxo-5-oxa-7-azaspiro[3.4]octan-2-yl)methyl)isoindolin-1-yl)methyl)picolinonitrile CC1=C(C(=NC=C1)C#N)C[C@@H]1N(C(C2=CC=CC=C12)=O)CC1CC2(C1)OC(NC2)=O